FC(C(=O)O)(F)F.NCC(CN1N=NN(C1=O)C=1C=NC=C(C1)C1=CC2=C(OCO2)C=C1)=C(F)F 1-[2-(aminomethyl)-3,3-difluoro-allyl]-4-[5-(1,3-benzodioxol-5-yl)-3-pyridyl]tetrazol-5-one trifluoroacetate